C(C)(C)(C)OC(CCOCCOCCOCCOCCN)=O 15-amino-4,7,10,13-tetraoxapentadecanoic acid tert-butyl ester